5-bromo-1-[(3-ethyl-1,2-oxazol-5-yl)methyl]-1H-1,2,4-triazole BrC1=NC=NN1CC1=CC(=NO1)CC